(1-Methoxy-2-propyl) acetate C(C)(=O)OC(COC)C